N-(2-chloro-3-(trifluoromethyl)benzyl)-5-fluoro-8-hydroxy-8-(hydroxymethyl)-5,6,7,8-tetrahydroquinoline-5-carboxamide ClC1=C(CNC(=O)C2(C=3C=CC=NC3C(CC2)(CO)O)F)C=CC=C1C(F)(F)F